4-chloro-1-(2-methoxyphenyl)-6-oxo-1,6-dihydropyridazine-3-carboxylic acid methyl ester COC(=O)C1=NN(C(C=C1Cl)=O)C1=C(C=CC=C1)OC